COC1CCC(CC1)CS(=O)(=O)[O-] 4-methoxycyclohexylmethanesulfonate